C(#N)C1=NC2=CC(=CC(=C2N=C1C1=CC=C(C=C1)C)[C@@H](C)NC1=C(C(=O)O)C=CC=C1)C (R)-2-((1-(2-cyano-7-methyl-3-(p-tolyl)quinoxalin-5-yl)ethyl)amino)-benzoic acid